6-amino-3-(pyridin-4-yl)quinazolin-4(3H)-one NC=1C=C2C(N(C=NC2=CC1)C1=CC=NC=C1)=O